ClC=1C=CC2=C(N(C(C(N2C)=O)=O)C2CCNCC2)N1 4-(6-chloro-1-methyl-2,3-dioxo-2,3-dihydropyrido[2,3-b]pyrazin-4(1H)-yl)piperidine